N,N'-diphenyl-N,N'-bis(3-methyl-phenyl)-[1,1'-biphenyl]-4,4'-diamine C1(=CC=CC=C1)N(C1=CC=C(C=C1)C1=CC=C(C=C1)N(C1=CC(=CC=C1)C)C1=CC=CC=C1)C1=CC(=CC=C1)C